3-(4-((4-(3-(6-(4-amino-4-methylpiperidin-1-yl)-1H-pyrazolo[3,4-b]pyrazin-3-yl)-2-chlorophenyl)piperazin-1-yl)methyl)-2-fluorophenyl)piperidine-2,6-dione NC1(CCN(CC1)C1=CN=C2C(=N1)NN=C2C=2C(=C(C=CC2)N2CCN(CC2)CC2=CC(=C(C=C2)C2C(NC(CC2)=O)=O)F)Cl)C